C(C1=CC(C(=O)OCCO)=CC=C1)(=O)OCC(CCCC)CC 2-ethylhexyl (2-hydroxyethyl) isophthalate